1H-pyrazole-4-formhydrazide N1N=CC(=C1)C(=O)NN